FC(C=1C=CC=2N(N1)C(=CN2)C2=CC(=NC=N2)N2[C@@H]([C@@H](CCC2)CNS(=O)(=O)C)C)F N-(((2R,3S)-1-(6-(6-(difluoromethyl)imidazo[1,2-b]pyridazin-3-yl)pyrimidin-4-yl)-2-methylpiperidin-3-yl)methyl)methanesulfonamide